N-(2,4-difluorobenzyl)-2-methoxy-N,5-dimethylnicotinamide FC1=C(CN(C(C2=C(N=CC(=C2)C)OC)=O)C)C=CC(=C1)F